CC12CC(CC(CC1)N2)=O 1-Methyl-8-azabicyclo[3.2.1]octan-3-one